1H-indole-4-carboxylate N1C=CC=2C(=CC=CC12)C(=O)[O-]